OC=1C=CC=2[C@@H]3OC4=CC(=CC=C4[C@@H]3COC2C1)OC L-3-hydroxy-9-methoxyl-pterocarpan